3-(2,2-difluorovinyl)-N-((3S,4R)-3-fluoro-1-methylpiperidin-4-yl)-2-(3-((2-methoxy-4-(methylsulfonyl)phenyl)amino)prop-1-yn-1-yl)-2H-indazol-7-amine FC(=CC=1N(N=C2C(=CC=CC12)N[C@H]1[C@H](CN(CC1)C)F)C#CCNC1=C(C=C(C=C1)S(=O)(=O)C)OC)F